C(CCCCCCCCCC=CCCCCCCCC)(=O)OCCCCCCCCCCCCCCCCCCCCCCCCCCCCCCCCCCCO 35-hydroxypentatriacontyl eicos-11-enoate